2-(triethoxysilylethyl)pyridine ethyl-2-(methylsulfanyl)-4-{[(1r,4r)-4-[(tert-butoxycarbonyl)amino]cyclohexyl]amino}pyrimidine-5-carboxylate C(C)OC(=O)C=1C(=NC(=NC1)SC)NC1CCC(CC1)NC(=O)OC(C)(C)C.C(C)O[Si](OCC)(OCC)CCC1=NC=CC=C1